4-{[tert-butyl(dimethyl)silyl]oxy}-7-chloro-1,3,4,5-tetrahydro-2H-1-benzazepine-2-one [Si](C)(C)(C(C)(C)C)OC1CC(NC2=C(C1)C=C(C=C2)Cl)=O